BrC=1C(=C2C(=C(NC(C2=C(C1Cl)O[C@@H](C)[C@@H]1[C@@H]2CC[C@H](CN1)N2C(=O)OC(C)(C)C)=O)C)C)F tert-butyl (1S,2S,5R)-2-[(1S)-1-[(6-bromo-7-chloro-5-fluoro-3,4-dimethyl-1-oxo-2H-isoquinolin-8-yl)oxy]ethyl]-3,8-diazabicyclo[3.2.1]octane-8-carboxylate